1-(((1r,4r)-4-(aminomethyl)cyclohexyl)methyl)-2-butyl-7-isopropoxy-1H-imidazo[4,5-d]pyridazin-4-amine dihydrochloride Cl.Cl.NCC1CCC(CC1)CN1C(=NC=2C1=C(N=NC2N)OC(C)C)CCCC